C1C(C(CC2=CC=CC=C12)O)O tetrahydronaphthalene-2,3-diol